C(C)(C)(C)OC(=O)N1CCN(CC1)C1=C(C=CC=C1)NC=1C(C2=CC=CC(=C2C(C1)=O)S(N)(=O)=O)=O 4-(2-((1,4-dioxo-5-sulfamoyl-1,4-dihydronaphthalene-2-yl)amino)phenyl)piperazine-1-carboxylic acid tert-butyl ester